butane-2,3-dione dioxime CC(C(C)=NO)=NO